8-((4-vinylbenzyl)oxy)pyrene-1,3,6-trisulfonic acid C(=C)C1=CC=C(COC=2C=C(C=3C=CC4=C(C=C(C=5C=CC2C3C54)S(=O)(=O)O)S(=O)(=O)O)S(=O)(=O)O)C=C1